CC(C=NC1CCC(CC1)CC1CCC(CC1)N=CC(COC(C)=O)(C)C)(COC(C)=O)C N,N'-bis(2,2-dimethyl-3-acetoxypropylidene)-4,4'-methylene-bis(cyclohexylamine)